9-(bis(4H-benzo[d][1,3]dioxin-6-yl)methyl)-3,9-diazaspiro[5.5]undecane-3-carboxylate O1COCC2=C1C=CC(=C2)C(N2CCC1(CCN(CC1)C(=O)[O-])CC2)C2=CC1=C(OCOC1)C=C2